C(C)(C)(C)OC([C@H](CCCCNC(=O)N1C=NC=C1)NC(=O)N[C@@H](CCC(=O)OC(C)(C)C)C(=O)OC(C)(C)C)=O Di-tert-butyl (((S)-1-(tert-butoxy)-6-(1H-imidazole-1-carboxamido)-1-oxohexan-2-yl)carbamoyl)-L-glutamate